2,6-diisopropyl-4-phenoxyaniline C(C)(C)C1=C(N)C(=CC(=C1)OC1=CC=CC=C1)C(C)C